ClC1=C2C(=CN=C1)OCC=1C=C(C=CC12)N 1-chloro-6H-isochromeno[3,4-c]pyridin-8-amine